[(1R,2S,4R)-4-{[5-({5-chloro-4-[(R)-hydroxy (phenyl)methyl]-2-thienyl}carbonyl)pyrimidin-4-yl]amino}-2-hydroxycyclopentyl]methyl sulfamate S(N)(OC[C@@H]1[C@H](C[C@@H](C1)NC1=NC=NC=C1C(=O)C=1SC(=C(C1)[C@@H](C1=CC=CC=C1)O)Cl)O)(=O)=O